FC(CC1(CC1)NC(O[C@H]1C[C@H](CC1)C1=CC(=NN1)NC(CC1=NOC=C1)=O)=O)(F)F (1R,3S)-3-{3-[(1,2-oxazol-3-ylacetyl)amino]-1H-pyrazol-5-yl}cyclopentyl [1-(2,2,2-trifluoroethyl)-cyclopropyl]carbamate